C(C)(C)(C)OC(=O)N1CC(C(CC1)O)(C(=O)O)CCC1=CC(=CC=C1)C(F)(F)F 1-(tert-butoxycarbonyl)-4-hydroxy-3-(3-(trifluoromethyl)phenethyl)-piperidine-3-carboxylic acid